(R)-N-(3-(((R*)-1-(2-(1H-1,2,3-triazol-1-yl)quinolin-4-yl)ethyl)carbamoyl)-4-methylphenyl)piperidine-2-carboxamide N1(N=NC=C1)C1=NC2=CC=CC=C2C(=C1)[C@@H](C)NC(=O)C=1C=C(C=CC1C)NC(=O)[C@@H]1NCCCC1 |o1:15|